(Z)-2-hydroxy-1-(2-(hydroxymethyl)pyrrolidin-1-yl)diazene oxide Sodium Salt [Na].O\N=[N+](\N1C(CCC1)CO)/[O-]